N-(4-(5-cyanopyridin-3-yl)-3-ethoxyphenyl)-2-(2-(cyclopropanesulfonylamino)thiazol-4-yl)-2-methylpropanamide C(#N)C=1C=C(C=NC1)C1=C(C=C(C=C1)NC(C(C)(C)C=1N=C(SC1)NS(=O)(=O)C1CC1)=O)OCC